3',4',5',6'-tetrahydro-3H-spiro[isobenzofuran-1,2'-pyran]-3',4',5'-triol O1C2(C(C(C(C1)O)O)O)OCC1=CC=CC=C12